1-(4-(4-amino-7-cyclopropyl-7H-pyrrolo[2,3-d]pyrimidin-5-yl)-2-fluorophenyl)-3-(3-(3-methyloxetan-3-yl)isoxazol-5-yl)urea NC=1C2=C(N=CN1)N(C=C2C2=CC(=C(C=C2)NC(=O)NC2=CC(=NO2)C2(COC2)C)F)C2CC2